Cl.C1NCC2=CC=CC=C12 2,3-dihydro-isoindole hydrochloride